O=C1NC(CC[C@@H]1N1CC2=CC=C(C(=C2C1=O)F)CNC(OC1CC(C1)C1=NC=C(C2=C1N=CS2)C)=O)=O (1s,3s)-3-(7-methylthiazolo[4,5-c]pyridin-4-yl)cyclobutyl ((2-(2,6-dioxopiperidin-3-yl)-4-fluoro-3-oxoisoindolin-5-yl)methyl)carbamate